C(C)S(=O)(=O)OC=1C=C(C=CC1)NC(=O)NC1=CC(=CC=C1)OS(=O)(=O)CC N,N'-di-[3-(ethanesulfonyloxy)-phenyl]urea